5-methoxy-α,α-dideutero-N,N-di(tridecylmethyl)tryptamine COC1=CC=C2NC=C(CC(N(CCCCCCCCCCCCCC)CCCCCCCCCCCCCC)([2H])[2H])C2=C1